OCC1=C(N(C2=CC=CC=C12)C1CCN(CC1)[C@@H]1CC[C@@H](CC1)C(C)C)CNS(=O)(=O)C1=CC=C(C=C1)C N-((3-(hydroxymethyl)-1-(1-(cis-4-isopropylcyclohexyl)piperidin-4-yl)-1H-indol-2-yl)methyl)-4-methylbenzene-sulfonamide